N1=C(C=CC=C1)C(=O)O.N1=C(C=CC=C1)C(=O)O.[Cr] chromium dipicolinic acid